CC1=NOC=C1 3-METHYL-ISOXAZOLE